ClC1=CC(=C(N)C(=C1)F)F 4-chloro-2,6-difluoroaniline